2-amino-5-oxopyrazole NN1NC(C=C1)=O